C(=O)(C1=CC=C(C(C)C)C=C1)N(C1CCC(CC1)=O)C(=O)C1=CC=C(C(C)C)C=C1 4-(dicumoylamino)cyclohexanone